N[C@@H]1CN(CC[C@H]1F)C1=NC2=C(N1CC1=NC=C(C=N1)C#N)C=CC(=C2)C#N 2-((3R,4R)-3-amino-4-fluoropiperidin-1-yl)-1-((5-cyanopyrimidin-2-yl)methyl)-1H-benzo[d]imidazole-5-carbonitrile